CC1=C(C=CC(=C1)N1CC2(COC2)C1)NC1CC2(CC(C2)NC(OC(C)(C)C)=O)C1 tert-butyl (6-((2-methyl-4-(2-oxa-6-azaspiro[3.3]heptan-6-yl)phenyl)amino)spiro[3.3]heptan-2-yl)carbamate